N-((7-bromo-1-(4-(trifluoromethyl)phenyl)-1,2,3,4-tetrahydro-1,5-naphthyridin-3-yl)methyl)acetamide BrC1=CN=C2CC(CN(C2=C1)C1=CC=C(C=C1)C(F)(F)F)CNC(C)=O